ethyl 6-chloro-7-[(2R)-2-[[(3-chloropyridin-2-yl) oxy] methyl] pyrrolidin-1-yl]-1-[5H,7H-furo[3,4-b]pyrazin-2-yl]-4-oxoquinoline-3-carboxylate ClC=1C=C2C(C(=CN(C2=CC1N1[C@H](CCC1)COC1=NC=CC=C1Cl)C1=CN=C2C(=N1)COC2)C(=O)OCC)=O